2-Amino-N-(1-{7-[(3R)-3-aminopyrrolidin-1-yl]-4-chloro-2H-indazol-6-yl}ethyl)pyrazolo[1,5-a]pyrimidine-3-carboxamide NC1=NN2C(N=CC=C2)=C1C(=O)NC(C)C=1C=C(C2=CNN=C2C1N1C[C@@H](CC1)N)Cl